C1(CC1)C1C(CC(N1)=O)=O 5-cyclopropylpyrrolidine-2,4-dione